4H-Furo[3,2-b]pyrrole-5-carboxylic acid O1C=CC=2NC(=CC21)C(=O)O